ClC1=C(C=CC(=C1)S(=O)(=O)C)C1=CC=C(C=C1)C1CN(C1)C(=O)N1CC2(C1)CC(C2)C2=NC=NN2 [3-[4-(2-chloro-4-mesyl-phenyl)phenyl]azetidin-1-yl]-[6-(1H-1,2,4-triazol-5-yl)-2-azaspiro[3.3]heptan-2-yl]methanone